OC1=CC2=CC=C(C=C2C=C1S(=O)(=O)[O-])S(=O)(=O)[O-] 2-hydroxy-3,6-naphthalenedisulfonate